[Br].[I].[Pb].C(=N)N.[Cs] cesium formamidine lead iodine bromine